tert-butyl (3-chloro-4-((3-fluorobenzyl)oxy)phenyl)carbamate ClC=1C=C(C=CC1OCC1=CC(=CC=C1)F)NC(OC(C)(C)C)=O